cis-7-fluoro-5-propyl-6,7-dihydro-5H-pyrrolo[1,2-b][1,2,4]triazole-2-carboxylic acid F[C@H]1C[C@H](N2N=C(N=C21)C(=O)O)CCC